(Z)-5-((1H-pyrrolo[2,3-b]pyridin-3-yl)methyl)-3-ethyl-2-thioxoimidazolidin-4-one N1C=C(C=2C1=NC=CC2)CC2C(N(C(N2)=S)CC)=O